8-Ethyl-3-indan-2-yloxy-6-(2-oxa-7-azaspiro[4.4]nonane-7-carbonyl)pyrido[2,3-c]pyridazin-5-one C(C)N1C=C(C(C2=C1N=NC(=C2)OC2CC1=CC=CC=C1C2)=O)C(=O)N2CC1(CCOC1)CC2